4-(2-(3-amino-2,2-dimethylpropoxy)-4-((1R,5S)-3,8-diazabicyclo[3.2.1]octan-3-yl)-8-fluoroquinazolin-7-yl)naphthalen-2-ol NCC(COC1=NC2=C(C(=CC=C2C(=N1)N1C[C@H]2CC[C@@H](C1)N2)C2=CC(=CC1=CC=CC=C21)O)F)(C)C